BrC1=CN=C2C(=NC(=NN21)Cl)NCC=2C(=NC=CC2)C=2C=NC(=CC2)N(C)C 7-bromo-2-chloro-N-((6'-(dimethylamino)-[2,3'-bipyridin]-3-yl)methyl)imidazo[2,1-f][1,2,4]triazin-4-amine